C[Si](CCOCN1C=NC=C1S(=O)(=N)C1=CC=C(C(=O)O)C=C1)(C)C 4-[[3-(2-trimethylsilylethoxymethyl)imidazol-4-yl]sulfonimidoyl]benzoic acid